3,3-dimethyl-6-(4-fluorophenyl)-2,3,4,5-tetrahydropyridine CC1(CN=C(CC1)C1=CC=C(C=C1)F)C